C(C)NC(=O)C1=CC=2C(N(C=C(C2S1)C1=CC(=CC(=C1)C(C)(C)O)OC1=C(C=C(C=C1C)F)C)C)=O N-Ethyl-7-(3-(4-fluoro-2,6-dimethylphenoxy)-5-(2-hydroxypropan-2-yl)phenyl)-5-methyl-4-oxo-4,5-dihydrothieno[3,2-c]pyridine-2-carboxamide